F[C@H]1CN(C[C@@H]1F)C1=NC(=NC=C1C(F)(F)F)NC1=C(C=C(C=C1)N1CC(CCC1)O)C 1-[4-({4-[(3S,4S)-3,4-difluoropyrrolidin-1-yl]-5-(trifluoromethyl)pyrimidin-2-yl}amino)-3-methylphenyl]piperidin-3-ol